N-((1S,4S)-4-(2-oxa-6-azaspiro[3.3]heptan-6-yl)cyclohexyl)-2-(3-((4-(methylsulfonyl)-2-(trifluoromethyl)phenyl)amino)prop-1-yn-1-yl)-1-(2,2,2-trifluoroethyl)-1H-indol-4-amine C1OCC12CN(C2)C2CCC(CC2)NC=2C=1C=C(N(C1C=CC2)CC(F)(F)F)C#CCNC2=C(C=C(C=C2)S(=O)(=O)C)C(F)(F)F